C(C)(C)(C)C1CCC(CC1)CC(=O)O.N[C@H]1C[C@H]([C@H](C1)N(C1=NC=NC=C1OC1=CC=C(C(=C1C(=O)N(C(C)C)C(C)C)F)F)C)O 6-[(4-{[(1S,2R,4R)-4-amino-2-hydroxycyclopentyl](methyl)amino}pyrimidin-5-yl)oxy]-2,3-difluoro-N,N-di(propan-2-yl)benzamide 4-tertbutylcyclohexyl-acetate